CC1CCC2=CC=CC=C12 1-methylindane